C(C)(C)(C)OC(=O)N1[C@@H](C=C(CC1)OS(=O)(=O)C(F)(F)F)C (R)-2-methyl-4-(((trifluoromethyl)sulfonyl)oxy)-5,6-dihydropyridine-1(2H)-carboxylic acid tert-butyl ester